IC=1C=NC2=CC(=NC(=C2C1)OC1CCC(CC1)NC1=NC=C(C=N1)OCC(=O)N(C)C)N1CCOCC1 2-[2-[[4-[(3-Iodo-7-morpholino-1,6-naphthyridin-5-yl)oxy]cyclohexyl]amino]pyrimidin-5-yl]oxy-N,N-dimethyl-acetamide